7-((5-chloropyridin-3-yl)methyl)-1-(3-hydroxypropyl)-3-methyl-8-(3-(trifluoromethoxy)phenoxy)-1H-purine-2,6(3H,7H)-dione ClC=1C=C(C=NC1)CN1C(=NC=2N(C(N(C(C12)=O)CCCO)=O)C)OC1=CC(=CC=C1)OC(F)(F)F